FC1=CC(=C(OCC=2C=CC=C3C=CC=NC23)C=C1[N+](=O)[O-])OC 8-((4-fluoro-2-methoxy-5-nitrophenoxy)methyl)quinoline